NC(C)C=1C=C(C=C2C(N(C(=NC12)N1CCOCC1)C)=O)C 8-(1-aminoethyl)-3,6-dimethyl-2-morpholinoquinazolin-4(3H)-one